ClC=1C=CC(=C(C1)C=1C=C(C=2OCCNC2N1)C=1C=C(C=NC1)NC(CCN1CCCCC1)=O)F N-{5-[6-(5-chloro-2-fluorophenyl)-2H,3H,4H-pyrido[3,2-b][1,4]oxazin-8-yl]pyridin-3-yl}-3-(piperidin-1-yl)propanamide